[C@H]12COC[C@@H]2C1NC(=O)C=1C=C(C2=C([C@H](CO2)C2=C(C=CC=C2)C)C1)C(=O)NC |o1:14| (R*)-N5-((1R,5S,6r)-3-oxabicyclo[3.1.0]hexan-6-yl)-N7-methyl-3-(o-tolyl)-2,3-dihydrobenzofuran-5,7-dicarboxamide